CN1N=CC(=C1)C1=NC(=CC2=C1N=CN(C2=O)C[C@@H](C(F)(F)F)O)C2=NC=C(C=C2)C(F)(F)F (S)-8-(1-methyl-1H-pyrazol-4-yl)-3-(3,3,3-trifluoro-2-hydroxypropyl)-6-(5-(trifluoromethyl)pyridin-2-yl)pyrido[3,4-d]pyrimidin-4(3H)-one